n-butylmethacrylate C(CCC)OC(C(=C)C)=O